C(C(=O)C1=C(C(=O)O)C=CC=C1)(=O)C1=C(C(=O)O)C=CC=C1 oxalyldibenzoic acid